NC=1N=C(SC1)C=1C=C(C=CC1)S(=O)(=O)NC 3-(4-aminothiazol-2-yl)-N-methyl-benzenesulfonamide